1,5-diphenylpenta-1,4-diene-3-one palladium [Pd].C1(=CC=CC=C1)C=CC(C=CC1=CC=CC=C1)=O